FC=1C(=C(C=CC1)O)C=1C(=CC2=C(N=C(N=C2N2[C@@H](CNCC2)C)NC[C@H]2N(CCC2)C)N1)F 3-fluoro-2-(6-fluoro-4-((R)-2-methylpiperazin-1-yl)-2-((((S)-1-methylpyrrolidin-2-yl)methyl)amino)pyrido[2,3-d]pyrimidin-7-yl)phenol